8-fluoro-N-[(1S)-1-[(3-fluorophenyl)methyl]-1,3-dimethyl-butyl]quinoline-3-carboxamide FC=1C=CC=C2C=C(C=NC12)C(=O)N[C@](CC(C)C)(C)CC1=CC(=CC=C1)F